2-[(1R*)-1-(4-methoxyphenyl)-2-nitropropyl]malonic acid dimethyl ester COC(C(C(=O)OC)[C@@H](C(C)[N+](=O)[O-])C1=CC=C(C=C1)OC)=O |o1:8|